methyl-4-methoxycarbonylcyclohexane-1-carboxylic acid CC1(CCC(CC1)C(=O)OC)C(=O)O